Stearyl syringate C(C1=CC(OC)=C(O)C(OC)=C1)(=O)OCCCCCCCCCCCCCCCCCC